N-[(1r,2r)-2-({6-[2-hydroxy-4-(trifluoromethyl)phenyl]-5-methyl-1,2,4-triazin-3-yl}amino)cyclohexyl]acetamide OC1=C(C=CC(=C1)C(F)(F)F)C1=C(N=C(N=N1)N[C@H]1[C@@H](CCCC1)NC(C)=O)C